C(CCCCC(C)C)OC(CC)=O propanoic acid isooctyl ester